N1C=CC2=CC=CC=C12.[Fe] iron indole